ClC=1C=C(C=CC1F)C12CN(CC2C1)CC 1-(3-chloro-4-fluorophenyl)-3-ethyl-3-aza-bicyclo[3.1.0]hexane